2-([3α,12α-Dihydroxy-24-oxo-5β-cholan-24-yl]amino)benzensulfonic acid sodium salt [Na+].O[C@H]1C[C@H]2CC[C@H]3[C@@H]4CC[C@H]([C@@H](CCC(=O)NC5=C(C=CC=C5)S(=O)(=O)[O-])C)[C@]4([C@H](C[C@@H]3[C@]2(CC1)C)O)C